NC1=C(OC=COC2=C(C=CC=C2)N)C=CC=C1 1,2-bis[2-aminophenoxy]ethaneN